COC(=O)C1NS(C2=C1C=CC=C2)(=O)=O 2,3-dihydrobenzo[d]isothiazole-3-carboxylic acid methyl ester 1,1-dioxide